FC1=CC=C(C=C1)N1N=C(C(=N1)OC1=CC(=NC=C1)C(F)(F)F)C 4-[[2-(4-fluorophenyl)-5-methyl-2H-1,2,3-triazol-4-yl]oxy]-2-(trifluoromethyl)pyridine